C1N(CC12CCOCC2)C2CCC(CC2)NC=2C=1C=C(N(C1C=CC2)CC(F)(F)F)C#CCNC2=C(C=C(C=C2)S(=O)(=O)C)OCF N-((1R,4R)-4-(7-oxa-2-azaspiro[3.5]nonan-2-yl)cyclohexyl)-2-(3-((2-(fluoromethoxy)-4-(methylsulfonyl)phenyl)amino)prop-1-yn-1-yl)-1-(2,2,2-trifluoro-ethyl)-1H-indol-4-amine